C(=CCCCCCCCCCC)OC(C(=O)OCC\C=C/CC)(C)C (Z)-hex-3-en-1-yl 2-(dodec-1-en-1-yloxy)-2-methylpropionate